(5R,6S)-6-((S)-5H-imidazo[5,1-a]isoindol-5-yl)-5,6,7,8-tetrahydroquinazolin-5-ol C=1N=CN2C1C1=CC=CC=C1[C@@H]2[C@H]2[C@H](C=1C=NC=NC1CC2)O